C(C)(C)(C)OC(NC(C)C1=C(C(=CC=C1)Br)C)=O [1-(3-bromo-2-methyl-phenyl)-ethyl]-carbamic acid tert-butyl ester